tridecahexaenyl acrylate C(C=C)(=O)OC=CC=CC=CC=CC=CC=CC